BrC1=C2C(=NC(=C1)NC(C)(C)C)C=C(S2)C2=NC(=CC=C2)C 7-bromo-N-tert-butyl-2-(6-methylpyridin-2-yl)thieno[3,2-b]pyridin-5-amine